C(C1=CC=CC=C1)OP(=O)(OCC1=CC=CC=C1)CCC(=O)N(CCCOC1=CC=C(C=C1)C1=NC2=C(N1)C=CC(=C2)C2=NC1=C(N2)C=CC(=C1)N1CCN(CC1)C)CCCNC(OC(C)(C)C)=O tert-butyl (3-(3-(bis(benzyloxy)phosphoryl)-N-(3-(4-(5-(4-methylpiperazin-1-yl)-1H,1'H-[2,5'-bibenzo[d]imidazol]-2'-yl)phenoxy)propyl)propanamido)propyl)carbamate